Methyl (2R,3S,4S)-3-fluoro-4-((4-nitrobenzoyl)oxy)-1-(9-phenyl-9H-fluoren-9-yl)pyrrolidine-2-carboxylate F[C@H]1[C@H](N(C[C@@H]1OC(C1=CC=C(C=C1)[N+](=O)[O-])=O)C1(C2=CC=CC=C2C=2C=CC=CC12)C1=CC=CC=C1)C(=O)OC